FC1=CC(=C(C=C1NCC1=CC=C(C=C1)C(F)(F)F)N)[N+](=O)[O-] 6-Fluoro-4-nitro-N1-(4-(trifluoromethyl)benzyl)benzene-1,3-diamine